ClC1=C(C(=CC=C1Cl)OC)[C@H]1C[C@H](N(CC1)C(=O)OC(C)(C)C)CC(CC(=O)OCC)=O tert-butyl (2S,4R)-4-(2,3-dichloro-6-methoxyphenyl)-2-(4-ethoxy-2,4-dioxobutyl)piperidine-1-carboxylate